ClC1=C(C=CC(=C1Cl)[C@@]1(CNCC1)NC1=CC=C2C(C(N(C2=C1)C)=O)(C)C)C 6-[(S)-3-(2,3-dichloro-4-tolyl)-3-pyrrolidinylamino]-1-methyl-3,3-dimethyl-2-indolinone